(S)-N-(1-(2-chloro-6-methylphenyl)-1,4,5,7-tetrahydropyrano[3,4-c]pyrazol-4-yl)-5,6,7,8-tetrahydroimidazo[1,5-a]pyridine-3-carboxamide ClC1=C(C(=CC=C1)C)N1N=CC2=C1COC[C@H]2NC(=O)C2=NC=C1N2CCCC1